(methoxybenzyl)-quinoline-3,4-diamine COC(C1=CC=CC=C1)C1=NC2=CC=CC=C2C(=C1N)N